1,4-dimethylpyrrolidin-3-amine CN1CC(C(C1)C)N